diethyl (4-methoxybenzyl)phosphonate COC1=CC=C(CP(OCC)(OCC)=O)C=C1